N-[3-[7-(difluoromethoxy)-2,3-dihydro-1,4-benzodioxin-6-yl]-1H-pyrazol-4-yl]Pyrazolo[1,5-a]Pyrimidine-3-carboxamide FC(OC=1C(=CC2=C(OCCO2)C1)C1=NNC=C1NC(=O)C=1C=NN2C1N=CC=C2)F